FC1=CC=C(C=C1)C(N1CCN(CC1)C(NC1=CC=C(C=C1)[N+](=O)[O-])=S)C1=CC=C(C=C1)F 4-(bis(4-fluorophenyl)methyl)-N-(4-nitrophenyl)piperazine-1-thiocarboxamide